CN1C(CN(CC1)C1=CC(=NC=C1)NC=1SC2=C(N1)C=CC(=C2)C2=CC=NC=C2)=O 1-methyl-4-(2-((6-(pyridin-4-yl)benzo[d]thiazol-2-yl)amino)pyridin-4-yl)piperazin-2-one